(S)-Methyl 5-((1-(4-((tert-butoxycarbonyl)amino)butoxy)propan-2-yl)oxy)benzo[c][2,6]naphthyridine-8-carboxylate C(C)(C)(C)OC(=O)NCCCCOC[C@H](C)OC1=NC2=C(C3=CN=CC=C13)C=CC(=C2)C(=O)OC